C(C)(C)(C)C=1NC2=CC=C(C=C2C1C=O)F 2-TERT-BUTYL-5-FLUORO-1H-INDOLE-3-CARBALDEHYDE